(S)-4-(5-(((allyloxy)carbonyl)amino)-7-(4-chloropyridin-2-yl)-7H-pyrrolo[2,3-d]pyrimidin-4-yl)-3-methylpiperazine-1-carboxylic acid tert-butyl ester C(C)(C)(C)OC(=O)N1C[C@@H](N(CC1)C=1C2=C(N=CN1)N(C=C2NC(=O)OCC=C)C2=NC=CC(=C2)Cl)C